C(=O)(O)[C@H](O)[C@@H](O)C(=O)O.S1C2=C(C=C1)C(=CC=C2)N2CCN(CC2)CCCCOC2=CC=C1C=CC(NC1=C2)=O 7-[4-(4-benzo[b]thiophen-4-yl-piperazin-1-yl)-butoxy]-1H-quinolin-2-one L(+)-tartrate